C(C1=CC=CC=C1)OC(=O)NCC1CC2(C1)OC(N(C2)[C@@H](C)C=2C=CC=C1C(=C(NC21)C(=O)OCC)C2=CC(=C(C=C2)CS(=O)(=O)C)F)=O Ethyl 7-((1S)-1-(2-((((benzyloxy)carbonyl)amino)methyl)-6-oxo-5-oxa-7-azaspiro[3.4]oct-7-yl)ethyl)-3-(3-fluoro-4-((methylsulfonyl)methyl)phenyl)-1H-indole-2-carboxylate